N1N=NN=C1C1=CC=C(C=C1)NC(=O)C1=CC=C2CCN(C2=C1)S(=O)(=O)C1=C(C=CC(=C1)Cl)OC 1-(5-Chloro-2-methoxy-benzenesulfonyl)-2,3-dihydro-1H-indole-6-carboxylic acid [4-(1H-tetrazol-5-yl)-phenyl]-amide